ClC=1C=NC(=C(C(=O)NC2CCC(CC2)CN2C(N(C3=C2C=CC=C3)C=3C=NC(=CC3)N3CCOCC3)=O)C1)C(F)F 5-chloro-2-(difluoromethyl)-N-((1r,4r)-4-((3-(6-morpholinopyridin-3-yl)-2-oxo-2,3-dihydro-1H-benzo[d]imidazol-1-yl)methyl)cyclohexyl)nicotinamide